C(CCCCCCCCCCCC(=O)OC)(=O)OC 1,13-dimethyl tridecanedioate